(3S)-N-[(2-methylpyridin-4-yl)methyl]-1-(6-nitropyridin-3-yl)piperidin-3-amine CC1=NC=CC(=C1)CN[C@@H]1CN(CCC1)C=1C=NC(=CC1)[N+](=O)[O-]